(5ar,6s,7s,8r,8as)-1,3-dimethoxy-7-(morpholinomethyl)-5a-(4-(oxetan-3-yl)phenyl)-6-phenyl-5a,6,7,8-tetrahydro-8aH-cyclopenta[4,5]furo[3,2-c]pyridine-8,8a-diol COC1=NC(=CC2=C1[C@]1([C@@](O2)([C@@H]([C@H]([C@H]1O)CN1CCOCC1)C1=CC=CC=C1)C1=CC=C(C=C1)C1COC1)O)OC